1,4-diisocyanato-methylcyclohexane N(=C=O)C1(CCC(CC1)N=C=O)C